2-(6-benzyloxy-3-pyridyl)-2,3-dihydropyran-4-one C(C1=CC=CC=C1)OC1=CC=C(C=N1)C1OC=CC(C1)=O